C(#N)C=1C(=NC(=C(C1C1CC1)C#N)N1CC(OCC1)CO)SC(C(=O)N)C1=CC=CC=C1 2-((3,5-dicyano-4-cyclopropyl-6-(2-(hydroxymethyl)morpholino)pyridin-2-yl)sulfanyl)-2-phenylacetamide